ClC1=NC=NC(=C1OC)C#CC 4-chloro-5-methoxy-6-(prop-1-yn-1-yl)pyrimidine